N-((4-bromo-1H-pyrrol-2-yl)methylene)-2-methylpropan-2-sulfinamide BrC=1C=C(NC1)C=NS(=O)C(C)(C)C